4-(4-(3-Trifluoromethylbenzoyl)-3,4-dihydro-2H-pyrido[4,3-b][1,4]oxazin-8-yl)benzonitrile FC(C=1C=C(C(=O)N2C3=C(OCC2)C(=CN=C3)C3=CC=C(C#N)C=C3)C=CC1)(F)F